C(C)S(=O)(=O)C1=CC=C(CNC(=O)C=2C=CC(=C(C(=O)OC)C2)OC)C=C1 Methyl 5-((4-(ethylsulfonyl) benzyl) carbamoyl)-2-methoxybenzoate